(2S,4R)-1-[(2S)-2-(4-cyclopropyltriazol-1-yl)-3,3-dimethyl-butanoyl]-4-hydroxy-N-(2-imidazo[1,2-a]pyrimidin-2-ylethyl)pyrrolidine-2-carboxamide C1(CC1)C=1N=NN(C1)[C@H](C(=O)N1[C@@H](C[C@H](C1)O)C(=O)NCCC=1N=C2N(C=CC=N2)C1)C(C)(C)C